tert-butyl (6-(5-chlorothiazol-2-yl)-4-(2-hydroxypropan-2-yl)pyridin-2-yl)carbamate ClC1=CN=C(S1)C1=CC(=CC(=N1)NC(OC(C)(C)C)=O)C(C)(C)O